tert-butyl (R)-(2-(5-(1-((7-(benzyloxy)-4-methylphthalazin-1-yl)amino)ethyl)thiophen-2-yl)benzyl)(methyl)carbamate C(C1=CC=CC=C1)OC1=CC=C2C(=NN=C(C2=C1)N[C@H](C)C1=CC=C(S1)C1=C(CN(C(OC(C)(C)C)=O)C)C=CC=C1)C